(E)-3-[3-(1,3-Benzodioxol-5-yloxymethyl)-4-methoxyphenyl]-1-(4-hydroxyphenyl)prop-2-en-1-one O1COC2=C1C=CC(=C2)OCC=2C=C(C=CC2OC)/C=C/C(=O)C2=CC=C(C=C2)O